4-(3-bromophenyl)-2-cyclopropyl-triazole BrC=1C=C(C=CC1)C1=NN(N=C1)C1CC1